3-(5-((1S,5R)-3-(8-cyanoquinolin-5-yl)-5-(trifluoromethyl)-3-azabicyclo[3.1.0]hex-1-yl)-1,3,4-oxadiazol-2-yl)-3-fluoroazetidine-1-carboxylic acid tert-butyl ester C(C)(C)(C)OC(=O)N1CC(C1)(F)C=1OC(=NN1)[C@@]12CN(C[C@]2(C1)C(F)(F)F)C1=C2C=CC=NC2=C(C=C1)C#N